FC=1C=C(C(=O)NC2=NC=C(C=N2)N2CCCC2)C=C(C1O)C=O 3-fluoro-5-formyl-4-hydroxy-N-(5-(pyrrolidin-1-yl)pyrimidin-2-yl)benzamide